O1CCN(CC1)C1=C(C=C(C=C1)C1=NC2=C(N1)C=CC=C2N)C(F)(F)F 2-(4-morpholino-3-(trifluoromethyl)phenyl)-1H-benz[d]imidazol-4-amine